ClC1=C(C=C(C(=N1)I)C1CCC(C1N1C=C(C(C=C1)=O)C(=O)OCC)(C)C)OCCCOC ethyl 1-(5-(6-chloro-2-iodo-5-(3-methoxypropoxy) pyridin-3-yl)-2,2-dimethylcyclopentyl)-4-oxo-1,4-dihydropyridine-3-carboxylate